FC1(CCNCC1)CN1CCC(CC1)C1=CC=C2C(=NN(C2=C1)C)C1C(NC(CC1)=O)=O 3-(6-(1-((4-fluoropiperidin-4-yl)methyl)piperidin-4-yl)-1-methyl-1H-indazol-3-yl)piperidine-2,6-dione